3-(7-methoxy-4-methyl-1-oxoisoindolin-2-yl)piperidine-2,6-dione COC=1C=CC(=C2CN(C(C12)=O)C1C(NC(CC1)=O)=O)C